NCCC(=O)NC=1C=C2C(C3=NC4=CC(=CC=C4C(N3C2=CC1)=O)Cl)=O 3-amino-N-(3-chloro-6,12-dioxo-6,12-dihydroindolo[2,1-b]quinazolin-8-yl)propanamide